FC1=NC(=C2N=CN(C2=N1)C1OCCCCC1)NCC1=CC=C(C=C1)Cl 2-fluoro-6-[(4-chlorobenzyl)amino]-9-(oxepan-2-yl)-9H-purine